S1C2=C(C(=C1)C1=NC(=NC=C1)NC=1C(=CC(=C(C1)NC(C=C)=O)N1CCN(CC1)C(C)C)OC)C=CC=C2 N-(5-((4-(benzo[b]thiophen-3-yl)pyrimidin-2-yl)amino)-2-(4-isopropyl-piperazin-1-yl)-4-methoxyphenyl)acrylamide